ClC=1C(=NC(=NC1)NC1=C(C=C(C=C1)N1CCC(CC1)N1CCN(CCC1)C)OC(F)F)NC1=C(SC=C1)C(=O)N 3-((5-chloro-2-((2-(difluorometh-oxy)-4-(4-(4-methyl-1,4-diazepan-1-yl)piperidin-1-yl)phenyl)-amino)pyrimidin-4-yl)amino)-thiophene-2-carboxamide